(E)-2-(((4-cyclopropylpiperazin-1-yl)imino)methyl)-6-fluoro-4-(1-(4-(pyrrolidin-1-yl)phenyl)-1H-pyrazol-4-yl)phenol C1(CC1)N1CCN(CC1)\N=C\C1=C(C(=CC(=C1)C=1C=NN(C1)C1=CC=C(C=C1)N1CCCC1)F)O